FC(N1C(=NC=2CN(C=3C=NC=CC3C21)C)C)F 1-(difluoromethyl)-2,5-dimethyl-4,5-dihydro-1H-imidazo[4,5-c][1,7]naphthyridin